C1[C@@H]2[C@H]([C@H]([C@@H](O2)N3C=NC4=C(N=CN=C43)N)O)OP(=O)(OC[C@@H]5[C@H]([C@H]([C@@H](O5)N6C=NC7=C(N=CN=C76)N)O)OP(=O)(OC[C@@H]8[C@H]([C@H]([C@@H](O8)N9C=NC2=C(N=CN=C29)N)O)OP(=O)(OC[C@@H]2[C@H]([C@H]([C@@H](O2)N2C=NC3=C(N=CN=C32)N)O)OP(=O)(O1)[O-])[O-])[O-])[O-] The molecule is cyclic tetraadenylate; major species at pH 7.3. It is an adenyl ribonucleotide, a cyclic oligonucleotide and an organophosphate oxoanion.